C(C1=CC=CC=C1)[C@@H](C(NCC(NCOCC(C(=O)O)C)=O)=O)NC(CNC(CNC(CCCCCN1C(C=CC1=O)=O)C(F)(F)F)=O)=O (11S)-11-benzyl-24-(2,5-dioxo-2,5-dihydro-1H-pyrrol-1-yl)-2-methyl-7,10,13,16-tetraoxo-19-(trifluoromethyl)-4-oxa-6,9,12,15,18-pentaazatetracosan-1-oic acid